6-(2-isopropyl-1H-imidazol-1-yl)pyridin-2-amine C(C)(C)C=1N(C=CN1)C1=CC=CC(=N1)N